[(3,7-dimethyl-6-octenyl)oxy]acetaldehyde CC(CCOCC=O)CCC=C(C)C